N(=[N+]=[N-])C1O[C@@H]([C@@H]2[C@H]1OC(O2)(C)C)CO ((3ar,4r,6ar)-6-azido-2,2-dimethyltetrahydrofurano[3,4-d][1,3]dioxol-4-yl)methanol